(1,5-dimethylpyrazol-4-yl)methanol CN1N=CC(=C1C)CO